dimethylaminophenyl-anthracene CN(C)C1=C(C2=CC3=CC=CC=C3C=C2C=C1)C1=CC=CC=C1